(4-Amino-6-methyl-9H-pyrazino[2',3':4,5]pyrrolo[2,3-d]pyrimidin-9-yl)-2,4-dimethylphenol NC=1C2=C(N=CN1)N(C1=C2N=C(C=N1)C)C=1C(=C(C=CC1C)O)C